ClC1=C(C=C(N=N1)NC1C[C@@H]2[C@@H](CN(C2)C(=O)OC(C)(C)C)C1)S(=O)(=O)C tert-butyl (3aR,5s,6aS)-5-((6-chloro-5-(methylsulfonyl)pyridazin-3-yl)amino)hexahydrocyclopenta[c]pyrrole-2(1H)-carboxylate